N-[2-(3,3-difluoropyrrolidin-1-yl)-4-(2-fluoro-phenyl)-3-pyridyl]-2-(1-oxa-6-azaspiro[3.3]heptan-6-yl)pyrimidine-5-carboxamide FC1(CN(CC1)C1=NC=CC(=C1NC(=O)C=1C=NC(=NC1)N1CC2(CCO2)C1)C1=C(C=CC=C1)F)F